(1aR,5aR)-2-(2,4-Difluoro-phenyl)-1a,2,5,5a-tetrahydro-1H-2,3-diaza-cyclopropa[a]pentalene-4-carboxylic acid ((S)-1-hydroxymethyl-propyl)-amide OC[C@H](CC)NC(=O)C=1C=2C[C@@H]3[C@H](C2N(N1)C1=C(C=C(C=C1)F)F)C3